C(C1=CC=CC=C1)OC(=O)N(C(CCCCCCC(=O)OC)CCCCCCC(=O)OC)CCC1N(CCC1)C dimethyl 8-[benzyloxycarbonyl-[2-(1-methylpyrrolidin-2-yl)ethyl]amino]pentadecanedioate